(Z)-4-((1-(4-amino-2-fluorobut-2-en-1-yl)-2-(1-hydroxyethyl)-1H-pyrrolo[3,2-b]pyridin-3-yl)methyl)-N,N-dimethylbenzenesulfonamide dihydrochloride Cl.Cl.NC\C=C(\CN1C(=C(C2=NC=CC=C21)CC2=CC=C(C=C2)S(=O)(=O)N(C)C)C(C)O)/F